C(C)(C)(C)OC(=O)N(C1(CCC2=C(C(=C(S2)C(=O)O)F)C1)C)C 5-[tert-butoxycarbonyl(methyl)amino]-3-fluoro-5-methyl-6,7-dihydro-4H-benzothiophene-2-carboxylic acid